(2R,4S)-1-(benzo[d][1,3]dioxol-4-ylmethyl)-N-(4-(4-cyano-1-methyl-1H-pyrazol-5-yl)phenyl)-4-fluoropyrrolidine-2-carboxamide O1COC2=C1C=CC=C2CN2[C@H](C[C@@H](C2)F)C(=O)NC2=CC=C(C=C2)C2=C(C=NN2C)C#N